C(C1=CC=CC=C1)(=O)OC[C@@]1(CN(C[C@@H](O1)N1C=2N=C(NC(C2N=C1)=O)NC(C(C)C)=O)C(C)C)COC(C1=CC=CC=C1)(C1=CC=C(C=C1)OC)C1=CC=C(C=C1)OC [(2R,6R)-2-[[bis(4-methoxyphenyl)-phenyl-methoxy]methyl]-4-isopropyl-6-[2-(2-methylpropanoylamino)-6-oxo-1H-purin-9-yl]morpholin-2-yl]methyl benzoate